(S)-2-(phenylcarbamoyloxy)propanoic acid C1(=CC=CC=C1)NC(=O)O[C@H](C(=O)O)C